C[C@]1(CN(C[C@H]1OC)C(=O)OC(C)(C)C)C(=O)[O-] trans-1-tert-butyl 3-methyl-4-methoxypyrrolidine-1,3-dicarboxylate